(2S,3R)-3-amino-2-hydroxyl-4-phenyl-N-(pyridin-2-ylmethyl)butanamide hydrochloride Cl.N[C@@H]([C@@H](C(=O)NCC1=NC=CC=C1)O)CC1=CC=CC=C1